FC1=C(C=C(C=C1)C(=O)O)B(O)O 2-fluoro-5-carboxybenzeneboronic acid